copper alloyl-silver C(C=C)(=O)[Ag].[Cu]